CC(C=C)(C)N 1,1-dimethylallylamine